tert-butyl (3R)-3-[[(tert-butyldiphenylsilyl)oxy]methyl]-2-azabicyclo[3.1.0]hexane-2-carboxylate [Si](C1=CC=CC=C1)(C1=CC=CC=C1)(C(C)(C)C)OC[C@@H]1N(C2CC2C1)C(=O)OC(C)(C)C